[Na+].[Na+].OC=1C=C(C=2C=CC3=C(C=C(C=4C=CC1C2C43)S(=O)(=O)[O-])S(=O)(=O)[O-])S(=O)(=O)O 8-hydroxypyrene-1,3,6-trisulfonic acid disodium salt